C(C)(C)(C)OC(=O)N1[C@H](C/C(/C1)=C/C(=O)OCC)C1=C(C(=CC=C1OCOC)Cl)Cl (2R,4Z)-2-[2,3-dichloro-6-(methoxymethoxy)phenyl]-4-(2-ethoxy-2-oxoethylidene)pyrrolidine-1-carboxylic acid tert-butyl ester